BrC=1N(C(=C(N1)C)C(=O)NC1CN(C1)C(=O)OC(C)(C)C)C tert-Butyl 3-(2-bromo-1,4-dimethyl-1H-imidazole-5-carboxamido)azetidine-1-carboxylate